COC1=CC=C(C=C1)CCC(=COCCC1=CC=CC=C1)C 1-methoxy-4-[3-methyl-4-(2-phenylethoxy)-3-buten-1-yl]benzene